5-chloro-N-(7-chloro-6-(1-(4-fluoro-3-methyltetrahydrofuran-3-yl)piperidin-4-yl)isoquinolin-3-yl)-1-cyclopropyl-1H-pyrazole-4-carboxamide ClC1=C(C=NN1C1CC1)C(=O)NC=1N=CC2=CC(=C(C=C2C1)C1CCN(CC1)C1(COCC1F)C)Cl